ClC=1C(=NC=CC1C)C=O 3-CHLORO-2-FORMYL-4-PICOLINE